(R)-1-i-propyl-N-(1-(4-(6-oxo-1-(tetrahydrofuran-3-yl)-1,6-dihydropyrimidin-5-yl)phenyl)cyclopropyl)-1H-pyrazolo[3,4-d]pyrimidine-6-carboxamide C(C)(C)N1N=CC=2C1=NC(=NC2)C(=O)NC2(CC2)C2=CC=C(C=C2)C2=CN=CN(C2=O)[C@H]2COCC2